C1(CC1)N=S1(CCC(CC1)CNC1=C(C=C(C=C1)S(=O)(=O)N)[N+](=O)[O-])=O 4-(((1-(cyclopropylimino)-1-oxidohexahydro-1λ6-thiopyran-4-yl)methyl)amino)-3-nitrobenzenesulfonamide